O=C1N(CCC(N1)=O)C1=CN=C2N1C=CC=C2C#CCO[C@H]2[C@@H](CN(CC2)C(=O)OC(C)(C)C)C Tert-butyl (3R,4R)-4-[3-[3-(2,4-dioxohexahydropyrimidin-1-yl)imidazo[1,2-a]pyridin-8-yl] prop-2-ynoxy]-3-methyl-piperidine-1-carboxylate